IC=1C=CC(=NC1)N1N=CN=C1[C@H](C)NC(C1=CC(=CC(=C1)C(F)(F)F)C(F)(F)F)=O (S)-N-(1-(1-(5-iodopyridin-2-yl)-1H-1,2,4-triazol-5-yl)ethyl)-3,5-bis(trifluoromethyl)benzamide